NC1CN(C1)C=1C=C2C(=CC(=NC2=C(C1)F)C1CC1)N(C=1SC(=C(N1)C1=CC=C(C=C1)F)C#N)CC 2-((6-(3-Aminoazetidin-1-yl)-2-cyclopropyl-8-fluoroquinolin-4-yl)(ethyl)amino)-4-(4-fluorophenyl)thiazole-5-carbonitrile